CC=1NC(=NN1)C dimethyl-4H-1,2,4-triazole